chromium(IV) chloride [Cl-].[Cr+4].[Cl-].[Cl-].[Cl-]